ClC1=C(C=C(C=C1)C=1C=NN(C1)C1=C(C(=NN1C)OS(=O)(=O)C(C(F)(F)F)(C(F)(F)F)F)C(F)(F)F)C(N(C(=O)OC(C)C)C1(CC1)C#N)=O [5-[4-[4-chloro-3-[(1-cyanocyclopropyl)-isopropoxycarbonyl-carbamoyl]phenyl]pyrazol-1-yl]-1-methyl-4-(trifluoromethyl)pyrazol-3-yl]1,1,1,2,3,3,3-heptafluoropropane-2-sulfonate